1,4-dihydroxyethoxybenzene OC(C)OC1=CC=C(C=C1)O